C(C)(C)N isopropylammonia